C(C=C)N1N(C2=NC(=NC=C2C1=O)NC=1C=C2C=NN(C2=CC1)CC)C1=CC=CC(=N1)OC1CCN(CC1)C(=O)OC(C)(C)C tert-butyl 4-((6-(2-allyl-6-((1-ethyl-1H-indazol-5-yl)amino)-3-oxo-2,3-dihydro-1H-pyrazolo[3,4-d]pyrimidin-1-yl)pyridin-2-yl)oxy)piperidine-1-carboxylate